C1(=CC=CC=C1)C1=CN(C=C1)C1(CCCCC1)C(=O)C(C(=O)OC)C(=O)OC Dimethyl 2-(1-(3-phenyl-1H-pyrrol-1-yl)cyclohexane-1-carbonyl)malonate